7-amino-1-(4-(3,5-difluorophenoxy)phenyl)-1,5-dihydro-4H-pyrrolo[2,3-d]pyridazin-4-one NC1=NNC(C2=C1N(C=C2)C2=CC=C(C=C2)OC2=CC(=CC(=C2)F)F)=O